ClC1=C(C=CC(=C1)OC)C=1C=C2C(=NC1)NC=C2C(=O)C=2C(=C(C=CC2O)NS(=O)(=O)CCCC)F N-(3-(5-(2-chloro-4-methoxyphenyl)-1H-pyrrolo[2,3-b]pyridine-3-carbonyl)-2-fluoro-4-hydroxyphenyl)butane-1-sulfonamide